C1(CCCC1)COC1=C(C=CC=2N1N=C(N2)N[C@@H]2[C@@H](CN(CC2)S(=O)(=O)C)C)C=2C=NNC2 5-(cyclopentylmethoxy)-N-((3R,4S)-3-methyl-1-(methylsulfonyl)piperidin-4-yl)-6-(1H-pyrazol-4-yl)-[1,2,4]triazolo[1,5-a]pyridin-2-amine